6-(3-amino-4-((2-methoxyethoxy)methoxy)phenyl)-2-(4-(tert-butyl)phenyl)-7,8-dihydro-1,6-naphthyridin-5(6H)-one NC=1C=C(C=CC1OCOCCOC)N1C(C=2C=CC(=NC2CC1)C1=CC=C(C=C1)C(C)(C)C)=O